C(=C)S(=O)(=O)N1C[C@@H](CC1)OC=1C=NC=CC1C1=C(C2=NC=CC=C2N1)C1=CC=CC=C1 2-(3-{[(3R)-1-(ethenesulfonyl)pyrrolidin-3-yl]oxy}pyridin-4-yl)-3-phenyl-1H-pyrrolo[3,2-b]pyridine